O1CCC(=CC1)C1=NN2C(NC(=C(C2=O)N2CCN(CC2)C(=O)OC(C)(C)C)CC)=N1 tert-butyl 4-[2-(3,6-dihydro-2H-pyran-4-yl)-5-ethyl-7-oxo-4H-[1,2,4]triazolo[1,5-a]pyrimidin-6-yl]piperazine-1-carboxylate